1-fluoro-6-isopropyl-quinoline iodonium salt [IH2+].FN1CC=CC2=CC(=CC=C12)C(C)C